N1(CCCCC1)CCC(=O)[O-] 3-(piperidin-1-yl)-propanoate